C(C)(=O)O[C@@H]1CC2=CC[C@H]3[C@@H]4CC(C[C@@]4(CCNC(=O)C4=CC=C(C=C4)C)CC[C@@H]3[C@]2(CC1)C)=O p-toluoylaminomethyl-16-oxo-androst-5-en-3β-ol acetate